ethyl 2-acetamido-7-hydroxybenzo[b]thiophene-3-carboxylate C(C)(=O)NC1=C(C2=C(S1)C(=CC=C2)O)C(=O)OCC